N-(1-(2,6-dimethoxyphenyl)-2-(6-ethoxypyridin-2-yl)-1H-imidazo[4,5-b]pyridin-6-yl)methanesulfonamide Tert-butyl-(2-(5-methylnaphthalen-1-yl)ethyl)carbamate C(C)(C)(C)N(C(O)=O)CCC1=CC=CC2=C(C=CC=C12)C.COC1=C(C(=CC=C1)OC)N1C(=NC2=NC=C(C=C21)NS(=O)(=O)C)C2=NC(=CC=C2)OCC